4-((2-nitrophenyl)sulfonyl)-3,4-dihydro-2H-benzo[b][1,4]oxazine-2-carbonyl chloride [N+](=O)([O-])C1=C(C=CC=C1)S(=O)(=O)N1C2=C(OC(C1)C(=O)Cl)C=CC=C2